1-(1-ethylpiperidin-4-yl)-3-methyl-1H-pyrazol C(C)N1CCC(CC1)N1N=C(C=C1)C